benzyl-2-(pyridin-2-yl)-1H-benzo[d]Imidazole-6-carbonitrile C(C1=CC=CC=C1)N1C(=NC2=C1C=C(C=C2)C#N)C2=NC=CC=C2